O=C1NC2=CC(=CC=C2C=C1C(=O)[O-])C(F)(F)F 2-oxo-7-(trifluoro methyl)-1,2-dihydroquinoline-3-carboxylate